5-(((5-fluoro-2,3-dihydrobenzofuran-4-yl)methyl)amino)-8-(1,2,3,4-tetrahydroisoquinolin-6-yl)imidazo[1,2-c]pyrimidine-2-carbonitrile hydrochloride Cl.FC=1C=CC2=C(CCO2)C1CNC1=NC=C(C=2N1C=C(N2)C#N)C=2C=C1CCNCC1=CC2